(4-(8-((2-cyclopropyl-5-ethoxy-4'-fluoro-[1,1'-biphenyl]-4-yl)methyl)-2-oxo-1,3,8-triazaspiro[4.5]decan-3-yl)phenyl)phosphonic acid C1(CC1)C1=C(C=C(C(=C1)CN1CCC2(CN(C(N2)=O)C2=CC=C(C=C2)P(O)(O)=O)CC1)OCC)C1=CC=C(C=C1)F